ethyl 2-hydroxy-3-[4-(2,2,3,3-tetrafluoropropoxy)phenyl]propanoate Ethyl-3-[4-(2,2,3,3-tetrafluoropropoxy)phenyl]oxirane-2-carboxylate C(C)OC(=O)C1OC1C1=CC=C(C=C1)OCC(C(F)F)(F)F.OC(C(=O)OCC)CC1=CC=C(C=C1)OCC(C(F)F)(F)F